FC1=C(C=CC=C1OC)NC(=O)C=1N=C(N(C1)C=1C=CC=2N(C1)C(=CN2)C(=O)N)C2=NC(=CC=C2)C 6-(4-((2-fluoro-3-methoxyphenyl)carbamoyl)-2-(6-methylpyridin-2-yl)-1H-imidazol-1-yl)imidazo[1,2-a]pyridine-3-carboxamide